Cl.N1(CCOCC1)CC1=CC=C(C=C1)COC1=C2CN(C(C2=CC=C1)=O)[C@@H]1C(NC(CC1)=O)=O (3S)-3-[1,3-dihydro-4-[[4-(4-morpholinylmethyl)phenyl]methoxy]-1-oxo-2H-isoindol-2-yl]-2,6-piperidinedione hydrochloride